(3R)-7-[(2,2-dimethylpropanoylamino)carbamoyl]-8-fluoro-4-oxo-3,5-dihydro-2H-1,5-benzothiazepin-3-yl carbamate C(N)(O[C@H]1CSC2=C(NC1=O)C=C(C(=C2)F)C(NNC(C(C)(C)C)=O)=O)=O